5-methyl-aniline CC=1C=CC=C(N)C1